1-acetyl-4-(6-(3-(cyclopropylmethoxy)-4-(difluoromethoxy)phenyl)pyrazin-2-yl)pyrrolidine-2-carboxylic acid C(C)(=O)N1C(CC(C1)C1=NC(=CN=C1)C1=CC(=C(C=C1)OC(F)F)OCC1CC1)C(=O)O